3-[4-(8-amino-5-{[(3r,5s)-3,5-dimethylpiperazin-1-yl]methyl}-3-methylimidazo[1,5-a]pyrazin-1-yl)naphthalen-1-yl]-1-[3-(trifluoromethyl)phenyl]urea NC=1C=2N(C(=CN1)CN1C[C@H](N[C@H](C1)C)C)C(=NC2C2=CC=C(C1=CC=CC=C21)NC(NC2=CC(=CC=C2)C(F)(F)F)=O)C